3-[4-[(6S)-1,8-diazaspiro[5.5]undecan-8-yl]-1H-pyrrolo[2,3-b]pyridin-3-yl]-1,2,4-thiadiazole N1CCCC[C@]12CN(CCC2)C2=C1C(=NC=C2)NC=C1C1=NSC=N1